(2-((2-((5-amino-2-methoxy-4-(4-(4-methylpiperazin-1-yl)piperidin-1-yl)phenyl)amino)-5-chloropyrimidin-4-yl)amino)phenyl)dimethylphosphine oxide NC=1C(=CC(=C(C1)NC1=NC=C(C(=N1)NC1=C(C=CC=C1)P(C)(C)=O)Cl)OC)N1CCC(CC1)N1CCN(CC1)C